2-[(4-{[2-(Dimethylamino)ethyl](methyl)amino}-2-methoxyphenyl)amino]-5-ethynyl-8-methylpyrido[2,3-d]pyrimidin-7-one CN(CCN(C1=CC(=C(C=C1)NC=1N=CC2=C(N1)N(C(C=C2C#C)=O)C)OC)C)C